2-Bromo-1-(3,3-dinitroazetidine-1-yl)ethanone BrCC(=O)N1CC(C1)([N+](=O)[O-])[N+](=O)[O-]